C1(=CC=CC=C1)C1=CC=CC(=N1)NCC1CN(CC1)C#N 3-(((6-Phenylpyridin-2-yl)amino)methyl)pyrrolidine-1-carbonitrile